FC1(C(C1)CC1=CC(=C(C#N)C(=C1)N1C[C@@H](N(CC1)CC=1SC(=NN1)C)C)F)F 4-((2,2-difluorocyclopropyl)methyl)-2-fluoro-6-((S)-3-methyl-4-((5-methyl-1,3,4-thiadiazol-2-yl)methyl)piperazin-1-yl)benzonitrile